3,4-Difluoro-2-(2-fluoro-4-iodoanilino)-5-[[2-fluoro-3-[(1-methylcyclobutyl)sulfamoylamino]phenyl]methyl]benzamide FC=1C(=C(C(=O)N)C=C(C1F)CC1=C(C(=CC=C1)NS(NC1(CCC1)C)(=O)=O)F)NC1=C(C=C(C=C1)I)F